2-methoxy-4-(methylsulfonyl)benzene COC1=CC=CC(=C1)S(=O)(=O)C